2-((3-bromo-4-((7-phenylbenzo[d]isothiazol-3-yl)amino)benzyl)amino)ethan-1-ol BrC=1C=C(CNCCO)C=CC1NC1=NSC2=C1C=CC=C2C2=CC=CC=C2